NC1=NC(=C(C=C1C=1C=C2C(=C(NC(C2=C(C1)F)=O)C)F)C1=CC(=C(C=C1)C1CCOCC1)CN(C)C)F 6-(2-amino-5-(3-((dimethylamino)methyl)-4-(tetrahydro-2H-pyran-4-yl)phenyl)-6-fluoropyridin-3-yl)-4,8-difluoro-3-methylisoquinolin-1(2H)-one